N-((1H-benzo[d]imidazol-6-yl)methyl)-N-(3-methoxybenzyl)-5-(2-(2-(3-methoxyphenoxy)ethoxy)ethoxy)pyridin-2-amine N1C=NC2=C1C=C(C=C2)CN(C2=NC=C(C=C2)OCCOCCOC2=CC(=CC=C2)OC)CC2=CC(=CC=C2)OC